(7-(4-(4-(benzo[b]thiophen-4-yl)piperazin-1-yl)butoxy)quinolin-2-yloxy)methyl bis(2-hydroxyethyl)carbamate OCCN(C(OCOC1=NC2=CC(=CC=C2C=C1)OCCCCN1CCN(CC1)C1=CC=CC=2SC=CC21)=O)CCO